C1(CC1)[C@]1(C(N(C[C@H]1C)C=1C=2N(N=CC1)C=C(C2)C=2C=NC(=CC2)C)=O)C#N (3R,4S)-3-cyclopropyl-4-methyl-1-[6-(6-methylpyridin-3-yl)pyrrolo[1,2-b]pyridazin-4-yl]-2-oxopyrrolidine-3-carbonitrile